1-(tert-butyloxymethoxy)-2,2,2-trifluoroethane C(C)(C)(C)OCOCC(F)(F)F